[Ag].[C-]1(C=CC=C1)C#C.[CH-]1C=CC=C1.[Fe+2] ferrocenyl-acetylene silver